ClC=1C=C(C=C(C1)C=NC1=CC=C(C=C1)Cl)O 3-chloro-5-((4-chlorophenylimino)methyl)phenol